diethyldithiocarbamate sodium salt [Na+].C(C)N(C([S-])=S)CC